2-heptyl-1,4-butanediol C(CCCCCC)C(CO)CCO